C[C@@H]1N(C[C@H](N(C1)C(C)C1=CC=C2C(=N1)C=C(S2)C)C)C=2C=1C(N(C(C2)=O)C)=CN(N1)CC#N 2-(7-((2S,5R)-2,5-dimethyl-4-(1-(2-methylthieno[3,2-b]pyridin-5-yl)ethyl)piperazin-1-yl)-4-methyl-5-oxo-4,5-dihydro-2H-pyrazolo[4,3-b]pyridin-2-yl)acetonitrile